C(C)(C)C1=C(NC2=CC=C(C=C12)C1CCNCC1)C=1C=C2N=CC(=NC2=C(C1)C)O 6-(3-isopropyl-5-(piperidin-4-yl)-1H-indol-2-yl)-8-methylquinoxalin-2-ol